[3-bromo-6-(hydroxymethyl)-2-methylphenyl]methanol BrC=1C(=C(C(=CC1)CO)CO)C